CC(O)(C=1[C@@H]2C=C([C@H](C1)C[C@H]2C(C)C)C)C (1S,4S,7S)-α,α,5-trimethyl-7-(1-methylethyl)bicyclo[2.2.2]octa-2,5-diene-2-methanol